6-((1-methyl-1H-pyrazol-4-yl)sulfonyl)-2-((6-methylpyridin-2-yl)methyl)phthalazin-1(2H)-one CN1N=CC(=C1)S(=O)(=O)C=1C=C2C=NN(C(C2=CC1)=O)CC1=NC(=CC=C1)C